N-(2-((5-bromo-2-((1-methyl-1H-indazol-6-yl)amino)pyrimidin-4-yl)amino)phenyl)-N-cyclopropylmethyl-sulfonamide BrC=1C(=NC(=NC1)NC1=CC=C2C=NN(C2=C1)C)NC1=C(C=CC=C1)N(S(=O)=O)CC1CC1